1-({[(1R)-1-(4-Chlorophenyl)-2-[(4-chlorophenyl)methyl]-5-(2-hydroxypropan-2-yl)-3-oxo-2,3-dihydro-1H-isoindol-1-yl]oxy}methyl)cyclopropan-1-carbonitril ClC1=CC=C(C=C1)[C@@]1(N(C(C2=CC(=CC=C12)C(C)(C)O)=O)CC1=CC=C(C=C1)Cl)OCC1(CC1)C#N